2-bromo-1-(1H-indol-1-yl)-3-methylbutan-1-one BrC(C(=O)N1C=CC2=CC=CC=C12)C(C)C